C(C1=CC=CC=C1)OCC=1N(C(N(N1)C=1C=C2C(=CN=C(C2=C(C1)OC(C(F)(F)F)C)Cl)F)=O)CC 5-((Benzyloxy)methyl)-2-(1-chloro-4-fluoro-8-((1,1,1-trifluoropropan-2-yl)oxy)isoquinolin-6-yl)-4-ethyl-2,4-dihydro-3H-1,2,4-triazol-3-one